CN1CCN2CCCN(CCN(CCC1)CC2)CC2=CC=C(C=C2)CN2CCN1CCCN(CCN(CCC2)CC1)C 4-methyl-11-[4-(4-methyl-1,4,8,11-tetraaza-bicyclo[6.6.2]hexadec-11-ylmethyl)-benzyl]-1,4,8,11-tetraaza-bicyclo[6.6.2]hexadecane